6-(thien-2-yl)-2-((4-(4-methylpiperazin-1-yl)phenyl)amino)-8,9-dihydroimidazo[1,2-a]pyrimido[5,4-e]pyrimidin-5(6H)-one S1C(=CC=C1)N1C=2N(C3=C(C1=O)C=NC(=N3)NC3=CC=C(C=C3)N3CCN(CC3)C)CCN2